ClC1=NC=C(C=N1)CN[C@H]1CN(C[C@H](C1)C)C1=C2C=CC=NC2=C(C=C1)C#N 5-((3R,5S)-3-(((2-Chloropyrimidin-5-yl)methyl)amino)-5-methylpiperidin-1-yl)quinoline-8-carbonitrile